2,2'-(1,2,4,5-tetrazine-3,6-diyl)bis(pyridin-3-amine) N1=NC(=NN=C1C1=NC=CC=C1N)C1=NC=CC=C1N